ClC=1C=C2C3=C(NC2=CC1)[C@H](N(CC3)C3=NC=NC(=N3)C(F)(F)F)C[C@H](CO)O (R)-3-((R)-6-chloro-2-(4-(trifluoromethyl)-1,3,5-triazin-2-yl)-2,3,4,9-tetrahydro-1H-pyrido[3,4-b]indol-1-yl)propane-1,2-diol